(S)-quinuclidin-3-yl(6-(4-(tert-butyl)phenyl)-1,2,3,4-tetrahydronaphthalen-1-yl)carbamate N12C[C@H](C(CC1)CC2)OC(NC2CCCC1=CC(=CC=C21)C2=CC=C(C=C2)C(C)(C)C)=O